OC[C@@H]1[C@@H](C1)COCC(C(=O)[O-])C 3-(((1R,2S)-2-(hydroxymethyl) cyclopropyl) methoxy)-2-methylpropionate